N-isopropylpyrrolidine C(C)(C)N1CCCC1